C1=CC(=C(C=C1Cl)C2=CC(=C(C(=C2)Cl)O)Cl)Cl The molecule is a member of the class of hydroxybiphenyls that is biphenyl-4-ol substituted by chloro groups at positions 2', 3, 5 and 5' respectively. It is a dichlorobenzene and a member of hydroxybiphenyls.